4-(6-(6-(Difluoromethyl)imidazo[1,2-b]pyridazin-3-yl)pyrimidin-4-yl)-6-(methylsulfonyl)octahydropyrrolo[3,4-b][1,4]oxazine FC(C=1C=CC=2N(N1)C(=CN2)C2=CC(=NC=N2)N2C1C(OCC2)CN(C1)S(=O)(=O)C)F